2,6-Difluoro-4-butoxyaniline FC1=C(N)C(=CC(=C1)OCCCC)F